4-(6-(N-(1-cyanocyclopropyl)-N-(4-methoxybenzyl)sulfamoyl)-3-(5-(difluoromethyl)-1,3,4-thiadiazol-2-yl)imidazo[1,2-a]pyridin-8-yl)-3,6-dihydropyridin C(#N)C1(CC1)N(S(=O)(=O)C=1C=C(C=2N(C1)C(=CN2)C=2SC(=NN2)C(F)F)C=2CC=NCC2)CC2=CC=C(C=C2)OC